Benzhydryl-(cyclopentadienyl)(octamethyl-octahydrobenzofluorenyl)zirconium dichloride [Cl-].[Cl-].C(C1=CC=CC=C1)(C1=CC=CC=C1)[Zr+2](C1(C(C(C(C2(CCC3C=4C=CC=CC4CC3=C21)C)(C)C)(C)C)(C)C)C)C2C=CC=C2